[Pb].[Sn].[Cr].[Ni] nickel chromium tin lead